2-((1-Methyl-3-(trifluoromethyl)-1H-pyrazol-5-yl)sulfonyl)-N-(oxetan-3-ylmethyl)-2-azaspiro[3.3]heptan-6-amine CN1N=C(C=C1S(=O)(=O)N1CC2(C1)CC(C2)NCC2COC2)C(F)(F)F